[O-2].[Ti+4].[O-2] Titanic oxide